tert-butyl-(6-fluoro-2-iodo-7-(trimethylsilyl)benzofuran-5-yloxy)dimethylsilane C(C)(C)(C)[Si](C)(C)OC=1C(=C(C2=C(C=C(O2)I)C1)[Si](C)(C)C)F